6-chloro-2,3-epoxybicyclo[2.2.1]heptane ClC1CC2C3C(C1C2)O3